(S)-8'-(difluoromethoxy)-6',8-bis(trifluoromethyl)-3'H-spiro[chromane-4,2'-imidazo[1,2-a]pyridine] FC(OC=1C=2N(C=C(C1)C(F)(F)F)C[C@]1(N2)CCOC2=C(C=CC=C21)C(F)(F)F)F